CC1=CC=CC=2N1C=C(N2)CN (5-Methylimidazo[1,2-a]pyridin-2-yl)methylamine